(S)-8-(1H-benzo[d]imidazol-5-yl)-N-(7-(pyrrolidin-1-yl)-6,7,8,9-tetrahydro-5H-benzo[7]annulen-2-yl)quinazolin-2-amine N1C=NC2=C1C=CC(=C2)C=2C=CC=C1C=NC(=NC21)NC=2C=CC1=C(CC[C@H](CC1)N1CCCC1)C2